C(C)OC(=O)C1=C(SC=C1C(=O)OCC)NC(=O)OC1=CC=C(C=C1)[N+](=O)[O-] 2-(((4-nitrophenoxy)carbonyl)amino)thiophene-3,4-dicarboxylic acid diethyl ester